5-(4-Acetylcyclohexen-1-yl)-N-[(6-amino-2-pyridyl)sulfonyl]-6-tert-butyl-2-(2,2,4-trimethylpyrrolidin-1-yl)pyridin-3-carboxamid C(C)(=O)C1CC=C(CC1)C=1C=C(C(=NC1C(C)(C)C)N1C(CC(C1)C)(C)C)C(=O)NS(=O)(=O)C1=NC(=CC=C1)N